C=1(C(=CC=CC1)[S-])[S-].[Na+].[Na+] Sodium Benzenedithiolate